N-(4-((2-(1,1-difluoroethyl)pyrimidin-4-yl)amino)-5-prop-2-yloxypyridin-2-yl)acetamide FC(C)(F)C1=NC=CC(=N1)NC1=CC(=NC=C1OC(C)C)NC(C)=O